isobutyl-8-methyl-3-trityl-6,7,8,9-tetrahydrooxazolo[5,4-f]isoquinolin-2(3H)-one C(C(C)C)C1=C2C(=C3CC(NCC3=C1)C)OC(N2C(C2=CC=CC=C2)(C2=CC=CC=C2)C2=CC=CC=C2)=O